C(C1CO1)OCCC[Si](OC)(OC)OC γ-glycidooxypropyltrimethoxysilane